(S)-2,6-di-tert-butoxycarbonylaminohexanoyl-succinimide C(C)(C)(C)OC(=O)NC(C(=O)[C@H]1C(=O)NC(C1)=O)CCCCNC(=O)OC(C)(C)C